tert-butyl ((1s,3s)-3-((4-methoxy-3-nitrobenzyl)oxy) cyclobutyl)carbamate COC1=C(C=C(COC2CC(C2)NC(OC(C)(C)C)=O)C=C1)[N+](=O)[O-]